2-(6-{6-[(4-cyano-2-fluorobenzyl)oxy]-3,5-difluoropyridin-2-yl}-6-azaspiro[2.5]oct-1-yl)-1-(1,3-oxazol-2-ylmethyl)-1H-benzimidazole-6-carboxylic acid, trifluoroacetate salt FC(C(=O)O)(F)F.C(#N)C1=CC(=C(COC2=C(C=C(C(=N2)N2CCC3(CC3C3=NC4=C(N3CC=3OC=CN3)C=C(C=C4)C(=O)O)CC2)F)F)C=C1)F